di-n-propyl pentylidenemalonate C(CCCC)=C(C(=O)OCCC)C(=O)OCCC